COC=1C=C(C(=O)OCC)C=CC1NC(C/N=C/C=C(C)C)=O (E)-ethyl 3-methoxy-4-[2-(3-methylbut-2-enylideneamino)acetamido]benzoate